tert-butyl 5-(trifluoromethoxy)benzofuran-2-carboxylate FC(OC=1C=CC2=C(C=C(O2)C(=O)OC(C)(C)C)C1)(F)F